C1(=CC=CC=C1)SCCCCCCCCCCCSCCCOP([O-])(=O)CO[C@@H](CN1C2=NC=NC(=C2N=C1)N)C.[NH4+].FC(C1=CC=C(COC2=CC(=NC3=CC=CC=C23)CO)C=C1)(F)F (4-((4-(trifluoromethyl)benzyl)oxy)quinolin-2-yl)methanol ammonium 3-((11-(phenylthio)undecyl)thio)propyl-(R)-(((1-(6-amino-9H-purin-9-yl)propan-2-yl)oxy)methyl)phosphonate